(5S)-3-[[6-[3-(Difluoromethoxy)-4-fluoro-phenyl]pyrazin-2-yl]methyl]-5-methyl-oxazolidin-2-one FC(OC=1C=C(C=CC1F)C1=CN=CC(=N1)CN1C(O[C@H](C1)C)=O)F